2-phenyl-2-(4-phenyl-1H-1,2,3-triazol-1-yl)ethanol C1(=CC=CC=C1)C(CO)N1N=NC(=C1)C1=CC=CC=C1